C1(CC1)C(=O)C=1C=C2N(N1)[C@@H](C[C@@H]2F)C2=CC=CC=C2 cyclopropyl-((4s,6s)-4-fluoro-6-phenyl-5,6-dihydro-4H-pyrrolo[1,2-b]pyrazol-2-yl)methanone